5-fluoro-3-iodo-7-[1,4,4,6-tetramethyl-9-(trifluoromethyl)-4H,5H-[1,2,4]triazolo[4,3-a]quinoxalin-8-yl]-1H-indole FC=1C=C2C(=CNC2=C(C1)C1=CC(=C2NC(C=3N(C2=C1C(F)(F)F)C(=NN3)C)(C)C)C)I